2,6-(E,Z)-Nonadienal CC/C=C\CC/C=C/C=O